6-(2-((2,5-Bis(trifluoromethyl)pyrazolo[1,5-a]pyrimidin-7-yl)amino)-1-(4-fluorophenyl)ethyl)-N-(methyl-d3)-2,6-diazaspiro[3.3]heptane-2-carboxamide FC(C1=NN2C(N=C(C=C2NCC(C2=CC=C(C=C2)F)N2CC3(CN(C3)C(=O)NC([2H])([2H])[2H])C2)C(F)(F)F)=C1)(F)F